C(C)(C)(C)OC(=O)N1CCC(CC1)C#CC1=CC=C(C=C1)C1C(NC(CC1)=O)=O.C1(CC1)C1=C(N=CO1)C=O (5-cyclopropyl-1,3-oxazol-4-yl)methanone tert-butyl-4-[2-[4-(2,6-dioxo-3-piperidyl)phenyl]ethynyl]-piperidine-1-carboxylate